CC1CC2=C(C3=CC=CC=C3C(=C2CC1)OC(=O)OC)OC(C(=C)C)=O 2-methyl-9-methacryloyloxy-10-methoxycarbonyloxy-1,2,3,4-tetrahydroanthracene